C(C)OC(=O)C1([N+](=CCC1)[O-])C 2-Ethoxycarbonyl-2-methyl-3,4-dihydro-2H-pyrrole-1-oxide